F[C@@]12[C@]3(C=CC(C=C3CC[C@H]1[C@@H]1C[C@@H]([C@](C(COC3(CO)[C@@H](O)[C@H](O[C@H]4[C@H](O)[C@@H](O)[C@@H](O)[C@H](O4)CO)[C@H](O3)CO)=O)([C@]1(C[C@@H]2O)C)O)C)=O)C (11β,16β)-9-fluoro-11,17-dihydroxy-16-methyl-21-{[4-O-(β-D-galactopyranosyl)-D-fructofuranosyl]oxy}pregna-1,4-diene-3,20-dione